4,4'-difluoro-2-iodo-2'-selenocyano-1,1'-biphenyl FC1=CC(=C(C=C1)C1=C(C=C(C=C1)F)[Se]C#N)I